1-(2,6,6-trimethylcyclohex-1,3-dien-1-yl)but-2-en-1-one Methyl-2-methyl-5,6,7,8-tetrahydroimidazo[1,2-a]pyridine-7-carboxylate Methyl-2-methylimidazo[1,2-a]pyridine-7-carboxylate COC(=O)C1=CC=2N(C=C1)C=C(N2)C.COC(=O)C2CC=1N(CC2)C=C(N1)C.CC1=C(C(CC=C1)(C)C)C(C=CC)=O